trishydroxymethylphenylmethane OCC(C1=CC=CC=C1)(CO)CO